tert-butyl 4-fluoro-6-(pyrazolo[1,5-a]pyridin-3-yl)-5',6'-dihydro-[2,3'-bipyridine]-1'(2'H)-carboxylate FC1=CC(=NC(=C1)C=1C=NN2C1C=CC=C2)C=2CN(CCC2)C(=O)OC(C)(C)C